Cl.N[C@@H]1CN(C[C@@H](C1)N)C(=O)C1=CC2=C(N(C(=N2)C=2N(C3=CC=CC=C3C2)CC)C)C=C1 |r| (+/-)-((cis)-3,5-Diaminopiperidin-1-yl)(2-(1-ethyl-1H-indol-2-yl)-1-methyl-1H-benzo[d]imidazol-5-yl)methanone, hydrochloride salt